2-methyl-2-ethylpropane CC(C)(C)CC